[Cl-].[Cl-].CC1(C=C(C2=CC3=CC=CC=C3C2=C1)[Zr+](C1=CC(C2=CC=CC=C12)(C)C1=CC=CC=C1)C1=CC(C2=CC=CC=C12)(C1=CC=CC=C1)C)C(C)(C)C.[Zr+4] zirconium (3-methyl-3-tert-butyl-fluorenyl)bis(3-methyl-3-phenyl-indenyl)zirconium dichloride